5-(4-cyclohexylphenyl)-2-(3,4-dimethyl-2-pyridyl)-3-[3-(fluoromethyl)azetidine-1-carbonyl]-4H-pyrazolo[1,5-a]pyrimidin-7-one C1(CCCCC1)C1=CC=C(C=C1)C=1NC=2N(C(C1)=O)N=C(C2C(=O)N2CC(C2)CF)C2=NC=CC(=C2C)C